C(C)OC([C@@](NC(=O)OC(C)(C)C)(CC1=CC(=C(C=C1)OCC)I)C)=O (S)-N-Boc-3-iodo-O-ethyl-alpha-methyl-tyrosine ethyl ester